N-[(4-fluoro-3-hydroxyphenyl)methyl]carbamic acid tert-butyl ester C(C)(C)(C)OC(NCC1=CC(=C(C=C1)F)O)=O